8-[(6Ar,10aR)-1-hydroxy-6,6,9-trimethyl-6a,7,10,10a-tetrahydrobenzo[c]chromen-3-yl]octyl nitrate [N+](=O)(OCCCCCCCCC1=CC(=C2[C@H]3[C@H](C(OC2=C1)(C)C)CC=C(C3)C)O)[O-]